7-oxo-[1,2,4]triazolo[1,5-a]pyrimidin O=C1C=CN=C2N1NC=N2